O1N=C(C2=C1C=CC=C2)C2=C(C=CC=C2)[C@H](CC2=NC(=CC=C2F)C=2C=NNC2)N (S)-1-[2-(Benzo[d]isoxazol-3-yl)phenyl]-2-[3-fluoro-6-(1H-pyrazol-4-yl)pyridin-2-yl]ethan-1-amine